ClCCC(CC\C=C(/CCC=C(C)C)\C)=C (Z)-12-chloro-2,6-dimethyl-10-methylene-2,6-dodecadiene